O1CCN(CC1)C1=C2C=C(NC2=NC=N1)C1=CC=C(C=C1)NC(=O)C1=NC=CC(=C1)CN1CCC(CC1)N N-[p-(4-morpholino-1H-1,5,7-triazainden-2-yl)phenyl]-4-[(4-amino-1-piperidyl)methyl]-2-pyridinecarboxamide